FC=1C=C2C(=CNC2=CC1F)NS(=O)(=O)N1CCCCC1 N-(5,6-difluoro-1H-indol-3-yl)piperidine-1-sulfonamide